N-(2-(4-cyanopiperidin-1-yl)ethyl)-12-oxo-12H-benzo[g]pyrido[2,1-b]quinazoline-4-carboxamide hydrochloride Cl.C(#N)C1CCN(CC1)CCNC(=O)C1=CC=CN2C1=NC=1C=C3C(=CC1C2=O)C=CC=C3